COC1=CC=C(C=C1)C(OC[C@]1(COC[C@@H](O1)N1C(N=C(C=C1)NC(C1=CC=CC=C1)=O)=O)COP(N(C(C)C)C(C)C)OCCC#N)(C1=CC=CC=C1)C1=CC=C(C=C1)OC N-[1-[(2R,6R)-6-[[bis(4-methoxyphenyl)-phenyl-methoxy]methyl]-6-[[2-cyanoethoxy-(diisopropylamino)phosphanyl]oxymethyl]-1,4-dioxan-2-yl]-2-oxo-pyrimidin-4-yl]benzamide